6-methyl-5-(trifluoromethoxy)pyridin-3-amine CC1=C(C=C(C=N1)N)OC(F)(F)F